C(C)OC(=O)N1CC2(CC(C2)N2CCC(CC2)N(CCS(=O)(=O)C)CC)CC1.C(C)(C)(C)OOC(=O)OCCCCCCOC(=O)OOC(C)(C)C 1,6-di-(tert-butylperoxycarbonyloxy)hexane ethyl-2-(4-{ethyl-[2-(methylsulfonyl)ethyl]amino}piperidin-1-yl)-6-azaspiro[3.4]octane-6-carboxylate